OC(C)(C)C1CN(C1)C1=CC=C(C=N1)C=1C=NC=2CCN=CC2C1 3-(6-(3-(2-hydroxypropan-2-yl)azetidin-1-yl)pyridin-3-yl)-7,8-dihydro-1,6-naphthyridin